1-{[1-(4-chloro-3-fluorophenyl)-1H-1,2,3,4-tetrazol-5-yl]methyl}-3-{[1-(4-chloro-3-fluorophenyl)-1H-1,2,4-triazol-5-yl]methyl}-3-methylurea ClC1=C(C=C(C=C1)N1N=NN=C1CNC(=O)N(C)CC1=NC=NN1C1=CC(=C(C=C1)Cl)F)F